Copper(2+) Neodecanoate C(CCCCCC(C)(C)C)(=O)[O-].[Cu+2].C(CCCCCC(C)(C)C)(=O)[O-]